4'-[(2S)-2-amino-2-cyanoethyl]-3'-fluoro-[1,1'-biphenyl]-4-carbonitrile N[C@@H](CC1=C(C=C(C=C1)C1=CC=C(C=C1)C#N)F)C#N